4'-((2-(tert-Butyl)-1H-imidazol-1-yl)methyl)-3'-fluoro-5-isobutyl-N-(4-methoxy-pyrimidin-5-yl)-[1,1'-biphenyl]-2-sulfonamide C(C)(C)(C)C=1N(C=CN1)CC1=C(C=C(C=C1)C=1C(=CC=C(C1)CC(C)C)S(=O)(=O)NC=1C(=NC=NC1)OC)F